(4-Methoxy-3-(1-methyl-1H-pyrazol-3-yl)-5-nitrophenethyl)carbamate COC1=C(C=C(CCNC([O-])=O)C=C1[N+](=O)[O-])C1=NN(C=C1)C